isopropyl-2-pyrrolidone tert-butyl-2-[1-[4-[(2,6-dibenzyloxy-3-pyridyl)amino]-2,5-difluoro-phenyl]-4-hydroxy-4-piperidyl]acetate C(C)(C)(C)OC(CC1(CCN(CC1)C1=C(C=C(C(=C1)F)NC=1C(=NC(=CC1)OCC1=CC=CC=C1)OCC1=CC=CC=C1)F)O)=O.C(C)(C)N1C(CCC1)=O